2-[(3R)-1-[2-[[4-(2-chlorophenyl)-7-quinolyl]oxy]-2-methyl-propanoyl]-3-piperidyl]acetic acid ClC1=C(C=CC=C1)C1=CC=NC2=CC(=CC=C12)OC(C(=O)N1C[C@H](CCC1)CC(=O)O)(C)C